C1(=CC=CC=C1)C=C1CNC=C1 3-(phenylmethylene)-1,2-dihydropyrrole